FC=1C=C(C=CC1)C(=O)N1CCC2(C(N3[C@H](O2)CC[C@H]3C3=CC(=CC=C3)F)=O)CC1 (5'S,7a'R)-1-(3-fluoro-benzene-1-carbonyl)-5'-(3-fluorophenyl)-tetrahydro-3'H-spiro-[piperidine-4,2'-pyrrolo[2,1-b][1,3]-oxazol]-3'-one